CC1=C(C=2N(C=C1C1=CC3=C(N(C(N3)=O)C3CCC(CC3)NCC3CCOCC3)C=C1C(C)C)N=CN2)C 5-(7,8-dimethyl-[1,2,4]triazolo[1,5-a]pyridin-6-yl)-6-isopropyl-1-((1s,4s)-4-(((tetrahydro-2H-pyran-4-yl)methyl)amino)cyclohexyl)-1,3-dihydro-2H-benzo[d]imidazol-2-one